CC1(OC=2C(C=C1)=C(C=C(C2)CCC)O)CC=CC(C)C 2-Methyl-2-(4-methyl-2-pentenyl)-7-propyl-2H-1-benzopyran-5-ol